C(CCCCC)OC1=CC=C(C=C1)N=NC1=CC=C(C=C1)OCCCCCC 4,4'-bis(hexyloxy)azobenzene